BrC=1C(N(SC1)C)=O 4-bromo-2-methyl-4-isothiazolin-3-one